N=1SN=C2C1C=CC=C2S(=O)(=O)NC2=C(C=CC=C2)C#CC=2C=CC(=NC2)C(=O)O 5-{2-[2-(2,1,3-benzothiadiazole-4-sulfonamido)phenyl]ethynyl}pyridine-2-carboxylic acid